5-pyrimidyl-amine N1=CN=CC(=C1)N